C(C1=CC=CC=C1)(=O)OC1CC2(C(N3[C@H](O2)CC[C@H]3C3=CC(=CC(=C3)F)F)=O)C1 (5'S,7a'R)-5'-(3,5-difluorophenyl)-3'-oxotetrahydro-3'H-spiro[cyclobutane-1,2'-pyrrolo[2,1-b]oxazol]-3-yl benzoate